C(C)(C)C1(NC(=NC=C1N)SC)N 4-isopropyl-2-(methylmercapto)pyrimidine-4,5-diamine